4-(2,4-dihydroxyphenyl)-N-(2-hydroxyethyl)pentanamide OC1=C(C=CC(=C1)O)C(CCC(=O)NCCO)C